[2-[4-[[tert-butyl(diphenyl)silyl]oxymethyl]cyclohexoxy]-1-deuterio-1-methyl-ethyl] methanesulfonate CS(=O)(=O)OC(COC1CCC(CC1)CO[Si](C1=CC=CC=C1)(C1=CC=CC=C1)C(C)(C)C)(C)[2H]